N1-(2,2-difluoroethyl)-6-tetrahydropyran-4-yl-benzene-1,2,3-triamine FC(CNC1=C(C(=CC=C1C1CCOCC1)N)N)F